(R)-cyclopropyl(5-(7,7-difluoro-2-((2S,3R)-3-hydroxy-2-methylazetidin-1-yl)-6,7-dihydro-5H-cyclopenta[d]pyrimidin-4-yl)-2-methoxyphenyl)(imino)-λ6-sulfanone C1(CC1)[S@](=O)(=N)C1=C(C=CC(=C1)C=1C2=C(N=C(N1)N1[C@H]([C@@H](C1)O)C)C(CC2)(F)F)OC